OC=1C=C(C(=O)OC)C=CC1 methyl 3-hydroxybenzoate